C[Si](CCCS)(C)C 3-(trimethylsilyl)-1-propanethiol